FC(C=1C=NC(=NC1)N[C@H]1C[C@H](CCC1)C1=NN2C(N=C(C=C2)C(=O)O)=N1)(F)F 2-[(1S,3R)-3-[[5-(trifluoromethyl)pyrimidin-2-yl]amino]cyclohexyl]-[1,2,4]triazolo[1,5-a]pyrimidine-5-carboxylic acid